NCC(CO)C1=CC=CC2=CC=C(C=C12)OC 3-amino-2-(7-methoxy-1-naphthyl)propan-1-ol